[NH4+].C(C=C)(=O)[O-] acrylic acid, ammonium salt